N1C(NC(C=C1)=O)=O Z-pyrimidine-2,4-dione